C(C)(C)(C)OC(NCC=1C=C2C(=C(NC2=CC1)C=1CCOCC1)C)=O ((2-(3,6-dihydro-2H-pyran-4-yl)-3-methyl-1H-indol-5-yl)methyl)carbamic acid tert-butyl ester